(R)-2-amino-N-(1-(8-((1-methyl-1H-pyrazol-4-yl)ethynyl)-1,1-dioxo-2-phenyl-2H-benzo[e][1,2]thiazin-3-yl)ethyl)pyrazolo[1,5-a]pyrimidine-3-carboxamide NC1=NN2C(N=CC=C2)=C1C(=O)N[C@H](C)C=1N(S(C2=C(C1)C=CC=C2C#CC=2C=NN(C2)C)(=O)=O)C2=CC=CC=C2